[N+](=O)([O-])C1=C(C2=CC=CC=C2C(=C1)O)O 2-nitro-1,4-naphthalenediol